ClC=1C2=C(N=C(N1)C1=NN(C=C1)C)SC(=C2)C 4-chloro-6-methyl-2-(1-methyl-1H-pyrazol-3-yl)thieno[2,3-d]pyrimidine